C1=C(C=CC2=CC(=CC=C12)C(=O)[O-])C(=O)OCCCCOC(=O)C=1C=C2C=CC(=CC2=CC1)C(=O)OCCCCOC(=O)C1=CC2=CC=C(C=C2C=C1)C(=O)[O-] (((naphthalene-2,6-dicarbonyl)bis(oxy))bis(butane-4,1-diyl)) bis(naphthalene-2,6-dicarboxylate)